1-(3-Cyclopropoxy-4-(((6-(piperidin-4-yl)pyridin-2-yl)oxy)methyl)phenyl)ethane-1-one C1(CC1)OC=1C=C(C=CC1COC1=NC(=CC=C1)C1CCNCC1)C(C)=O